FC=1C2=C(C=NC1)C(=NN2C[C@H]2N(CCC2)C(C=C)=O)C2=CC=C(C=C2)OC2=CC=CC=C2 (S)-1-(2-((7-fluoro-3-(4-phenoxyphenyl)-1H-pyrazolo[4,3-c]pyridin-1-yl)methyl)pyrrolidin-1-yl)prop-2-en-1-one